tert-butyl 2-(4-acetoxyphenyl)-6,7-dihydrooxazolo[4,5-c]pyridine-5(4H)-carboxylate C(C)(=O)OC1=CC=C(C=C1)C=1OC2=C(CN(CC2)C(=O)OC(C)(C)C)N1